F[C@@H]1CC2(C=CCN2C1)C(=O)OC methyl (2R)-2-fluoro-2,3-dihydro-1H-pyrrolizine-7a(5H)-carboxylate